C(C)N(C1C(CCCC1)OC=1C=C2CN(C(C2=CC1)=O)C1C(NC(CC1)=O)=O)CC 3-(5-((2-(diethylamino)cyclohexyl)oxy)-1-oxoisoindolin-2-yl)piperidine-2,6-dione